4-(4,4,5,5-tetramethyl-[1,3,2]dioxaborolan-2-yl)-3,6-dihydro-2H-pyridine-1-carboxylic acid tertbutylester C(C)(C)(C)OC(=O)N1CCC(=CC1)B1OC(C(O1)(C)C)(C)C